C(C1=CC=CC=C1)OC(=O)N1[C@@H](CC(CC1)=O)C1=CC=C(C=C1)C(=O)OC (S)-2-(4-(methoxycarbonyl)phenyl)-4-oxopiperidine-1-carboxylic acid benzyl ester